2-(4-chlorophenyl)-3-(3,8-diazabicyclo[3.2.1]oct-8-ylmethyl)imidazo[1,2-a]pyridine dihydrochloride Cl.Cl.ClC1=CC=C(C=C1)C=1N=C2N(C=CC=C2)C1CN1C2CNCC1CC2